[Si]([O-])([O-])([O-])[O-].[Be+2].[Be+2] Beryllium silicat